p-methoxyphenethyl-resorcinol tert-butyl-((2R,3S)-3-(aminomethyl)hex-5-en-2-yl)carbamate C(C)(C)(C)N(C(O)=O)[C@H](C)[C@@H](CC=C)CN.COC1=C(C(=C(O)C=C1)CCC1=CC=CC=C1)O